3-(((6-hydroxy-3'-methyl-4-pentyl-[1,1'-biphenyl]-2-yl)oxy)(methoxy)phosphoryl)propyl acetate C(C)(=O)OCCCP(=O)(OC)OC1=C(C(=CC(=C1)CCCCC)O)C1=CC(=CC=C1)C